COC1=C(C=CC(=C1)C(F)(F)F)COC1CNC1 3-[[2-methoxy-4-(trifluoromethyl)phenyl]methoxy]azetidine